OC=1C=C(C=CC1O)C=CC(=O)O[C@H]1C([C@@H](CC(C1)(O)C(NCCCCCCCCCCCC)=O)OC(C=CC1=CC(=C(C=C1)O)O)=O)O ((1R,2S,3R,5S)-5-(dodecylcarbamoyl)-2,5-dihydroxycyclohexane-1,3-diyl) bis(3-(3,4-dihydroxyphenyl) acrylate)